(S)-1-(((R)-tert-butylsulfinyl)amino)-6-(3-(methylamino)-3-oxoprop-1-yn-1-yl)-1,3-dihydrospiro[indene-2,4'-piperidine] C(C)(C)(C)[S@@](=O)N[C@@H]1C2=CC(=CC=C2CC12CCNCC2)C#CC(=O)NC